[1-[[3-[[(4S)-chroman-4-yl]carbamoyl]phenyl]-(5-fluoropyridin-1-ium-3-yl)methyl]-4,4-diethyl-6-oxo-hexahydropyrimidin-2-ylidene]ammonium O1CC[C@@H](C2=CC=CC=C12)NC(=O)C=1C=C(C=CC1)C(N1C(NC(CC1=O)(CC)CC)=[NH2+])C=1C=[NH+]C=C(C1)F